O1CCOC12CCN(CC2)C2=CC=C(C=C2)[C@H]2C=1C=CC(=CC1CC[C@H]2C2=CC=CC=C2)O (5S,6R)-5-(4-(1,4-dioxa-8-azaspiro[4.5]decan-8-yl)phenyl)-6-phenyl-5,6,7,8-tetrahydronaphthalen-2-ol